peroxycarbonic acid 2-propyl ester CC(C)OC(=O)OO